OC1=NOC2=C(C=C1)C=CC(=C2O)CN2CCC(CC2)O 3,9-dihydroxy-8-((4-hydroxypiperidin-1-yl)methyl)benzo[5,6]oxazepin